2,5-dichloro-benzene ClC1=CC=C(C=C1)Cl